C(C1=CC=CC=C1)OC1=NC(=CC=C1[N+](=O)[O-])OCC1=CC=CC=C1 2,6-Dibenzyloxy-3-nitro-pyridine